3-benzyl-1-(benzyloxycarbonyl-sulfamoyl)pyrrole-2-carboxylic acid benzyl ester C(C1=CC=CC=C1)OC(=O)C=1N(C=CC1CC1=CC=CC=C1)S(NC(=O)OCC1=CC=CC=C1)(=O)=O